OCCNCC1=NC(=NC(=C1)OC)NC1=CC=C(C=C1)O 4-((4-(((2-hydroxyethyl)amino)methyl)-6-methoxypyrimidin-2-yl)amino)phenol